Mesityl-(chrysene) C1(=C(C(=CC(=C1)C)C)C1=CC=CC=2C3=CC=C4C=CC=CC4=C3C=CC12)C